4-Chloro-2-(tetramethyl-1,3,2-dioxaborolan-2-yl)aniline tert-butyl-4-(4-amino-2-fluoro-phenyl)-3,6-dihydro-2H-pyridine-1-carboxylate C(C)(C)(C)OC(=O)N1CCC(=CC1)C1=C(C=C(C=C1)N)F.ClC1=CC(=C(N)C=C1)B1OC(C(O1)(C)C)(C)C